N-(1-{4-[(3-chlorobenzene-1-carbonyl)amino]phenyl}cyclobutyl)pyrimidine-5-carboxamide ClC=1C=C(C=CC1)C(=O)NC1=CC=C(C=C1)C1(CCC1)NC(=O)C=1C=NC=NC1